COC1=NC=CC(=C1)N1N=C2C=3C=CN=C(CCCCC(C(NC2=C1)=O)C)C3 4-(2-methoxypyridin-4-yl)-9-methyl-3,4,7,15-tetraazatricyclo[12.3.1.02,6]Octadecan-1(18),2,5,14,16-pentaen-8-one